O1C(CCC1)C(C)(C)C1OCCC1 di(tetrahydrofuryl)propane